COC=1C=C(C=CC1OC)CCC(=O)Cl 3,4-dimethoxyphenylpropionyl chloride